O=S1(CCN(CC1)CC=1C=C(C(=O)NC2=CC=C(C=C2)C2=NNC(=N2)CC2=CC=C(C=C2)C)C=CC1)=O 3-[(1,1-Dioxo-1,4-thiazinan-4-yl)methyl]-N-[4-[5-[(4-methylphenyl)methyl]-1H-1,2,4-triazol-3-yl]phenyl]benzamide